2-[[1-(2-Aminoethyl)pyrazol-3-yl]amino]-N-(3-hydroxy-2,6-dimethyl-phenyl)thiazole-5-carboxamide NCCN1N=C(C=C1)NC=1SC(=CN1)C(=O)NC1=C(C(=CC=C1C)O)C